(4-(3-((4-(4-(cyclopropylamino)-4-oxobutyl)-1-phenyl-1H-imidazol-2-yl) carbamoyl) phenyl)-1H-pyrazol-1-yl) methylethyl-carboxylate CC(C)C(=O)ON1N=CC(=C1)C1=CC(=CC=C1)C(NC=1N(C=C(N1)CCCC(=O)NC1CC1)C1=CC=CC=C1)=O